6-methyl-4-oxo-5-thiophen-3-ylpyridine-3-carboxamide CC1=C(C(C(C=N1)C(=O)N)=O)C1=CSC=C1